ClC1=C(C=CC=C1Cl)NC1=C(NC2=C1C(NCC21CCN(CC1)C(C=C)=O)=O)C1=C(C=NC=C1)F 3'-[(2,3-dichlorophenyl)amino]-2'-(3-fluoropyridin-4-yl)-1-(prop-2-enoyl)-5',6'-dihydro-1'H-spiro[piperidine-4,7'-pyrrolo[3,2-c]pyridin]-4'-one